CC=1NC(C2=C(N1)C(=NC=C2C#N)C)=O 2,8-Dimethyl-4-oxo-3,4-dihydropyrido[3,4-d]pyrimidine-5-carbonitrile